CC=1N=CN(C1C)C1=NC=C(C=C1)[N+](=O)[O-] (4,5-dimethyl-1H-imidazol-1-yl)-5-nitropyridine